ClC1=CC=C(C=C1)NC(NC(NCCCCCCNC(NC(=N)NC1=CC=C(C=C1)Cl)=N)=N)=O N-(4-Chlorophenyl)-14-[(4-chlorophenyl)amino]-3,12,14-triimino-2,4,11,13-tetraazatetradecanamide